N1=CC(=CC=C1)NC(=S)NC1CCN(CC1)C1=NC=CC(=C1)OC1=CC=C(C=C1)C(F)(F)F 1-(Pyridin-3-yl)-3-(1-(4-(4-(trifluoromethyl)phenoxy)pyridin-2-yl)piperidin-4-yl)thiourea